tri-butyl-tin C(CCC)[Sn](CCCC)CCCC